BrC1=C(C(=CC(=C1)C(C(F)(F)F)C(F)(F)F)OC(F)F)NC(C1=C(C(=CC=C1)NCC1CC1)F)=O N-(2-bromo-6-(difluoromethoxy)-4-(1,1,1,3,3,3-hexafluoropropan-2-yl)phenyl)-3-((cyclopropylmethyl)amino)-2-fluorobenzamide